(1-aminopropane-2-yl)ethoxydimethylsilane NCC(C)[Si](C)(C)OCC